(S)-1-(3-(trifluoromethyl)pyridin-4-yl)piperidin FC(C=1C=NC=CC1N1CCCCC1)(F)F